4'-(Trifluoromethyl)DiazoAcetophenone FC(C1=CC=C(C=C1)C(C=[N+]=[N-])=O)(F)F